COC1=CC=C(C=C1)CN1C(C(CCC1=O)N1C(N(C2=C1C=CC=C2N2CCC1(CCN(CC1)C(=O)OC(C)(C)C)CC2)C)=O)=O tert-butyl 9-[1-[1-[(4-methoxyphenyl)methyl]-2,6-dioxo-3-piperidyl]-3-methyl-2-oxo-benzimidazol-4-yl]-3,9-diazaspiro[5.5]undecane-3-carboxylate